(4-(7-(sec-Butoxy)-1,3,4,5-tetrahydro-2H-benzo[c]azepin-2-yl)-2,6-dimethylphenyl)-3,3-dimethylbutyramide C(C)(CC)OC1=CC2=C(CN(CCC2)C2=CC(=C(C(=C2)C)C(C(=O)N)C(C)(C)C)C)C=C1